C(CCCCC)C1C(CCC1=O)C(=O)OC.[N].[Cr].[B] boron-chromium nitrogen methyl 2-hexyl-3-oxocyclopentane-1-carboxylate